N1C(=NC=C1)C1=CC=C(C=C1)C1=C(N(C=2N=CN=C(C21)N)C)C2=CC=C(C=C2)NC(C(=C)C)=O N-(4-(5-(4-(1H-imidazol-2-yl)phenyl)-4-amino-7-methyl-7H-pyrrolo[2,3-d]pyrimidin-6-yl)phenyl)methacrylamide